COCCOCCOC=1N=CSC1 4-(2-(2-methoxyethoxy)ethoxy)thiazole